5-formyl-3-methyl-N-[2-oxo-2-(2,2,2-trifluoroethylamino)ethyl]pyrazine-2-carboxamide C(=O)C=1N=C(C(=NC1)C(=O)NCC(NCC(F)(F)F)=O)C